NC1=C(C=C(C=C1C(C)C)F)C1=CC(=NC=C1)OCC(C)(C)N1N=C(C=C1)S(=O)(=O)N 1-(1-((4-(2-amino-5-fluoro-3-isopropylphenyl)pyridin-2-yl)oxy)-2-methylpropan-2-yl)-1H-pyrazole-3-sulfonamide